3-[4-[4-(2,8-diazaspiro[4.5]decan-8-ylmethyl)-1-piperidyl]anilino]piperidine-2,6-dione C1NCCC12CCN(CC2)CC2CCN(CC2)C2=CC=C(NC1C(NC(CC1)=O)=O)C=C2